N-(Cyclopropylmethyl)-5-(1-methyl-1H-pyrazol-3-yl)-6-[4-(trifluoromethyl)phenoxy]pyridine-3-carboxamide C1(CC1)CNC(=O)C=1C=NC(=C(C1)C1=NN(C=C1)C)OC1=CC=C(C=C1)C(F)(F)F